BrC1=CC=C2C(=N1)N=C(O2)S 5-bromooxazolo[4,5-b]pyridine-2-thiol